1-(5-chlorothiophen-2-yl)ethan-1-amine ClC1=CC=C(S1)C(C)N